O=C1NC(CCC1N1C(C2=CC=C(C=C2C1)NC(=O)C=1C=C2C(=NC1)N(C=C2C(F)(F)F)C)=O)=O N-(2-(2,6-dioxopiperidin-3-yl)-1-oxoisoindolin-5-yl)-1-methyl-3-(trifluoromethyl)-1H-pyrrolo[2,3-b]pyridine-5-carboxamide